(S)-1-(1H-imidazol-2-yl)-2,3,4,9-tetrahydro-beta-carboline-3-carboxylic acid benzyl ester C(C1=CC=CC=C1)OC(=O)C1N[C@@H](C=2NC3=CC=CC=C3C2C1)C=1NC=CN1